(R)-2-hydroxy-N-methyl-3-(((S)-1-(2-(trifluoromethyl)pyrimidin-5-yl)ethyl)amino)propanamide Methyl-6-[(6-tert-butyl-1,1-dimethyl-2,3-dihydro-1H-inden-4-yl)amino]pyridine-3-carboxylate COC(=O)C=1C=NC(=CC1)NC1=C2CCC(C2=CC(=C1)C(C)(C)C)(C)C.O[C@@H](C(=O)NC)CN[C@@H](C)C=1C=NC(=NC1)C(F)(F)F